1-(1,3,6,7,8,9-Hexahydro-pyrrolo[3,4-c]cinnolin-2-yl)-2-[1-(6-trifluoromethyl-pyridin-3-yl)-azetidin-3-yl]-ethanone C1N(CC=2N=NC=3CCCCC3C21)C(CC2CN(C2)C=2C=NC(=CC2)C(F)(F)F)=O